1-amino-4-bromo-N-methoxy-N-methylnaphthalene-2-carboxamide NC1=C(C=C(C2=CC=CC=C12)Br)C(=O)N(C)OC